(4S)-3,3-dideutero-2,2-dimethyl-4-(trideuteromethyl)pyrrolidine hydrochloride Cl.[2H]C1(C(NC[C@H]1C([2H])([2H])[2H])(C)C)[2H]